2-chloro-N-methoxy-N,6-dimethylnicotinamide ClC1=C(C(=O)N(C)OC)C=CC(=N1)C